Magnesium Telluride [Te-2].[Mg+2]